C(CCCCCCCCCCCCCCC)(=O)O[C@@H](CSC[C@H](N)C(=O)NC1=CC=C(C=C1)CN1C2=NC(=NC(=C2N=C1O)N)NCCCC)COC(CCCCCCCCCCCCCCC)=O |&1:18| S-(2,3-bis(palmitoyloxy)-(2RS)-propyl)-(R)-cysteinyl-4-((6-amino-2-(butylamino)-8-hydroxy-9H-purin-9-yl)methyl)aniline